C(=O)O.FC(C1=C(C(=CC=C1)C)N1CC(C1)C1=CC(=C(CN2CCC(CC2)C(=O)O)C(=C1)C)C)F 1-(4-(1-(2-(difluoromethyl)-6-methylphenyl)azetidin-3-yl)-2,6-dimethylbenzyl)piperidine-4-carboxylic acid, formate salt